2,2'-Thiobis(6-tert-butyl-p-cresol) S(C1=CC(=CC(=C1O)C(C)(C)C)C)C1=CC(=CC(=C1O)C(C)(C)C)C